C(C1=CC=CC=C1)OC(=O)N1CC(NCC1)C(=O)O 4-(benzyloxycarbonyl)piperazine-2-carboxylic acid